N,N-dimethylformamide dineopentyl acetal C(C(C)(C)C)OC(N(C)C)OCC(C)(C)C